tert-butyl (5S)-7-[(1S)-2-[[(1S)-1-cyano-2-[(3S)-2-oxopyrrolidin-3-yl]ethyl]amino]-1-(cyclopropylmethyl)-2-oxo-ethyl]-6-oxo-1,7-diazaspiro[4.4]nonane-1-carboxylate C(#N)[C@H](C[C@H]1C(NCC1)=O)NC([C@H](CC1CC1)N1C([C@]2(CCCN2C(=O)OC(C)(C)C)CC1)=O)=O